C(C)(C)C1=CC=C(C=C1)CO (4-isopropyl-phenyl)-methanol